C[C@@H]1CCN2C(O1)=C(C(=N2)C=2C=C1C=NN(C1=CC2)C)C(=O)N[C@@H]2C(NC1=C(C(=N2)C2=CC=CC=C2)C=CC=C1F)=O (5R)-5-Methyl-2-(1-methylindazol-5-yl)-N-[(3S)-9-fluoro-2-oxo-5-phenyl-1,3-dihydro-1,4-benzodiazepin-3-yl]-6,7-dihydro-5H-pyrazolo[5,1-b][1,3]oxazine-3-carboxamide